2-hydroxypropyl citrate C(CC(O)(C(=O)[O-])CC(=O)[O-])(=O)OCC(C)O